(S)-2-(3-(2-(hydroxymethyl)pyrrolidin-1-yl)-5-methyl-1,2,4-triazin-6-yl)-5-(trifluoromethyl)phenol OC[C@H]1N(CCC1)C=1N=NC(=C(N1)C)C1=C(C=C(C=C1)C(F)(F)F)O